tert-butyl N-tert-butoxycarbonyl-N-[(6R)-6-hydroxy-12-isopropyl-6,15-bis(trifluoromethyl)-13,19-dioxa-3,4,18-triazatricyclo[12.3.1.12,5]nonadeca-1(18),2,4,14,16-pentaen-17-yl]carbamate C(C)(C)(C)OC(=O)N(C(OC(C)(C)C)=O)C1=CC(=C2OC(CCCCC[C@@](C3=NN=C(C1=N2)O3)(C(F)(F)F)O)C(C)C)C(F)(F)F